methyl (S)-3-(8-chloro-6-(2-chlorophenyl)-1-(propargylthio)-4H-benzo[f][1,2,4]triazolo[4,3-a][1,4]diazepin-4-yl)propionate ClC=1C=CC2=C(C(=N[C@H](C=3N2C(=NN3)SCC#C)CCC(=O)OC)C3=C(C=CC=C3)Cl)C1